Chloroltriium [ClH2+3]1C=CC=C1